S1C(=NC2=C1C=CC=C2)NC(=O)C=2C=CC=C1CCN(CC21)C2=CC=C(C(=N2)C(=O)NS(=O)(=O)C2=CC=C(C=C2)N2CCC(CC2)C(=O)OCC)C=2C=NN(C2C)CC(C)(C)C 1-Ethyl 1-(4-(N-(6-(8-(benzo[d]thiazol-2-ylcarbamoyl)-3,4-dihydroisoquinolin-2(1H)-yl)-3-(5-methyl-1-neopentyl-1H-pyrazol-4-yl)picolinoyl)sulfamoyl)phenyl)piperidine-4-carboxylate